ethylene glycol monobenzoate monotoluate C=1(C(=CC=CC1)C(=O)OCCOC(C1=CC=CC=C1)=O)C